Chloro-1',2'-dihydrospiro[cyclopentane-1,3'-pyrrolo[3,2-c]pyridine] ClN1CC2(C=3C=NC=CC31)CCCC2